BrC1=C(C=CC=2NC=NC21)C 4-bromo-5-methyl-1H-benzo[d]imidazole